N1C(=CC2=CC=CC=C12)NC(=O)C=1NC=CN1 N-indolyl-imidazolecarboxamide